2-chloro-N-[(3R,4S)-4-fluoro-1-(4-fluorobenzoyl)pyrrolidin-3-yl]benzamide ClC1=C(C(=O)N[C@@H]2CN(C[C@@H]2F)C(C2=CC=C(C=C2)F)=O)C=CC=C1